glycerol monooxalate C(C(=O)O)(=O)O.OCC(O)CO